4-(naphthalen-1-yl)-N-[4-(naphthalen-1-yl)phenyl]aniline C1(=CC=CC2=CC=CC=C12)C1=CC=C(NC2=CC=C(C=C2)C2=CC=CC3=CC=CC=C23)C=C1